O1C(=NC2=NC=CC=C21)C2CC1(CC(C1)N)C2 6-oxazolo[4,5-b]pyridin-2-yl-spiro[3.3]heptane-2-amine